ClC=1C(=C(CN2[C@@H](C[C@@](CC2)(C(=O)O)CC2=NC(=CC(=C2F)N2CC(C2)O)NC2=NNC(=C2)C)CC)C=CC1)F (2R,4R)-1-(3-chloro-2-fluorobenzyl)-2-ethyl-4-((3-fluoro-4-(3-hydroxyazetidin-1-yl)-6-((5-methyl-1H-pyrazol-3-yl)amino)pyridin-2-yl)methyl)piperidine-4-carboxylic acid